C(C)(C)N(C(OC(C)(C)C)=O)CCCOCC#C Tert-Butyl N-isopropyl-N-(3-prop-2-ynoxypropyl)carbamate